5-(4-morpholinophenylamino)-5-oxopentanoic acid O1CCN(CC1)C1=CC=C(C=C1)NC(CCCC(=O)O)=O